C(=C)C1=C(C=CC=C1)C=1C(=CC=CC1)C1=CC=CC=C1 vinyl-terphenyl